5-fluoro-7-(4,4,5,5-tetramethyl-1,3,2-dioxaborolan-2-yl)-2,3-dihydrospiro[benzo[d]pyrrolo-[1,2-a]imidazole-1,1-cyclopropane] FC1=CC(=CC2=C1N=C1N2C2(CC2)CC1)B1OC(C(O1)(C)C)(C)C